tetrahydrofuran-3-carboxylic Acid O1CC(CC1)C(=O)O